(R)-3-amino-1-(pyridin-3-yl)azetidin-2-one N[C@H]1C(N(C1)C=1C=NC=CC1)=O